(2'S)-5-chloro-2'-methyl-spiro[indane-3,4'-piperidine]-1-ol ClC=1C=C2C(=CC1)C(CC21C[C@@H](NCC1)C)O